[Pd+2].CC(C(N(C)C)C)N(C)C cis-dimethyl-(N,N,N',N'-tetramethylethylenediamine) palladium (II)